methyl (R)-4-((4-methoxyphenyl)carbamoyl)-2-phenyl-2,3,4,5-tetrahydrobenzo[f][1,4]oxazepine-8-carboxylate COC1=CC=C(C=C1)NC(=O)N1C[C@H](OC2=C(C1)C=CC(=C2)C(=O)OC)C2=CC=CC=C2